C(OC1=C(C(=CC=C1)C)C)(OC1=C(C(=CC=C1)C)C)=O bisxylyl carbonate